4-[[4-(2,6-dimethyl-4-pyrimidinyl)-1-piperazinyl]carbonyl]-2-pentyl-1(2H)-phthalazinone CC1=NC(=CC(=N1)N1CCN(CC1)C(=O)C1=NN(C(C2=CC=CC=C12)=O)CCCCC)C